2-(difluoromethoxy)-1,1-difluoroethylene FC(OC=C(F)F)F